tert-butyl 4-((1-(2-fluoro-4-nitrophenyl)-4-hydroxypiperidin-4-yl)methyl)piperazine-1-carboxylate FC1=C(C=CC(=C1)[N+](=O)[O-])N1CCC(CC1)(O)CN1CCN(CC1)C(=O)OC(C)(C)C